2-(2-((2s,3r)-3-((tert-butyldimethylsilyl)oxy)-2-(cyclopentyloxy)-3-(3,5-dimethoxy-4-methylphenyl)propyl)-5-methylthiazol-4-yl)propionic acid [Si](C)(C)(C(C)(C)C)O[C@@H]([C@H](CC=1SC(=C(N1)C(C(=O)O)C)C)OC1CCCC1)C1=CC(=C(C(=C1)OC)C)OC